(1R)-N-[(4-Fluorophenyl)methyl]-2,3-dihydro-5-[[(methylamino)carbonyl]amino]-2',4'-dioxo-N-[(1S)-2,2,2-trifluoro-1-methylethyl]spiro[1H-indene-1,5'-oxazolidine]-3'-acetamide FC1=CC=C(C=C1)CN(C(CN1C(O[C@]2(C1=O)CCC1=CC(=CC=C12)NC(=O)NC)=O)=O)[C@H](C(F)(F)F)C